2-((2-((5-oxo-5,6,7,8-tetrahydronaphthalen-2-yl)amino)-7,8-dihydro-5H-thiopyrano[4,3-d]pyrimidin-4-yl)amino)butanamide O=C1C=2C=CC(=CC2CCC1)NC=1N=C(C2=C(N1)CCSC2)NC(C(=O)N)CC